Cl.C1(CC1)C1=CC=C(C=C1)[C@H](C)N (S)-1-(4-cyclopropylphenyl)ethylamine hydrochloride